4-(2-(4-(2-(4-aminopiperidin-1-yl)-4-(4-cyanophenyl)-1-methyl-6-oxo-1,6-dihydropyrimidin-5-yl)phenoxy)acetamido)-N,3-dihydroxybenzamide hydrochloride Cl.NC1CCN(CC1)C=1N(C(C(=C(N1)C1=CC=C(C=C1)C#N)C1=CC=C(OCC(=O)NC2=C(C=C(C(=O)NO)C=C2)O)C=C1)=O)C